butyl 1-bromo-3,6,9,12,15,18-hexaoxahenicosan-21-oate BrCCOCCOCCOCCOCCOCCOCCC(=O)OCCCC